γ-methylacryloxypropyltrimethoxysilane CC=CC(=O)OCCC[Si](OC)(OC)OC